2-((S)-1-propenoyl-4-(7-(8-methyl-5,6-dihydronaphthalen-1-yl)-2-(((S)-1-methylpyrrolidin-2-yl)methoxy)-5,6,7,8-tetrahydropyrido[3,4-d]pyrimidin-4-yl)piperazin-2-yl)acetonitrile C(C=C)(=O)N1[C@H](CN(CC1)C=1C2=C(N=C(N1)OC[C@H]1N(CCC1)C)CN(CC2)C2=CC=CC=1CCC=C(C21)C)CC#N